2-((2-chloro-6-isopropyl-5,6,7,8-tetrahydropyrido[4,3-d]pyrimidin-4-yl)amino)-1-fluoro-5,6,8,9,10,11-hexahydro-7H-pyrido[3',4':4,5]pyrrolo[2,3-f]isoquinolin-7-one ClC=1N=C(C2=C(N1)CCN(C2)C(C)C)NC=2N=CC=1CCC3=C(C1C2F)NC2=C3C(NCC2)=O